4-chloro-8-[(dimethylamino)methyl]-5-(2,2,2-trifluoroethyl)pyrido[3,2-b]indole-3-carboxylic acid ClC1=C(C=NC2=C1N(C=1C=CC(=CC21)CN(C)C)CC(F)(F)F)C(=O)O